CN(C)CC=1C=C(C=CC1O)/C=C/C(=O)C1=CC=C(C=C1)OC (E)-3-[3-[(Dimethylamino)methyl]-4-hydroxyphenyl]-1-(4-methoxyphenyl)prop-2-en-1-one